(1aS,5aS)-2-(2,4-Difluoro-phenyl)-1a,2,5,5a-tetrahydro-1H-2,3-diaza-cyclopropa[a]pentalene-4-carboxylic acid (5-bromo-3-methyl-pyridin-2-yl)-amide BrC=1C=C(C(=NC1)NC(=O)C=1C=2C[C@H]3[C@@H](C2N(N1)C1=C(C=C(C=C1)F)F)C3)C